N-methylbenzenesulfonylpiperazine CN1C(CNCC1)S(=O)(=O)C1=CC=CC=C1